COCOC1=CC=C(\C=C/2\CCC(N2)=O)C=C1 (Z)-5-(4-(methoxymethoxy)benzylidene)pyrrolidin-2-one